(R)-tetrahydrofuran-3-yl ((R)-4-morpholino-1,4-dioxo-1-(((R)-4-phenyl-1-(4,4,5,5-tetramethyl-1,3,2-dioxaborolan-2-yl)butyl)amino)butan-2-yl)carbamate O1CCN(CC1)C(C[C@H](C(N[C@@H](CCCC1=CC=CC=C1)B1OC(C(O1)(C)C)(C)C)=O)NC(O[C@H]1COCC1)=O)=O